C(#C)[C@H]1OC(O[C@@H]1\C=C\CCCCCC)(C)C (4R,5R)-4-ethynyl-2,2-dimethyl-5-((E)-oct-1-en-1-yl)-1,3-dioxolane